5-amino-8-[(cis)-2,6-dimethylmorpholin-4-yl]-7-phenyl-2-[[(2R)-tetrahydrofuran-2-yl]methyl]-[1,2,4]triazolo[4,3-c]pyrimidin-3-one NC1=NC(=C(C=2N1C(N(N2)C[C@@H]2OCCC2)=O)N2C[C@H](O[C@H](C2)C)C)C2=CC=CC=C2